[C@@H]12N(C[C@@H](NC1)C2)C=2C=CC=1N=CN=C(C1N2)NC2=C(C(=C(C=C2)OCC21OCC(C2)C1)F)F 6-[(1S,4S)-2,5-diazabicyclo[2.2.1]heptan-2-yl]-N-[2,3-difluoro-4-(2-oxabicyclo[2.1.1]hexan-1-ylmethoxy)phenyl]pyrido[3,2-d]pyrimidin-4-amine